C1(CCC1)NC1=C(C=CC=C1)B(O)O (cyclobutylamino)phenylboronic acid